(2R)-1-Methylpyrrolidine-2-carbaldehyde CN1[C@H](CCC1)C=O